2-chloro-1-(cyclobutylmethoxy)-4-nitrobenzene ClC1=C(C=CC(=C1)[N+](=O)[O-])OCC1CCC1